((3S,4S)-3-fluoropiperidin-4-yl)-1-(3-methoxybenzyl)cyclopropane-1-carboxamide F[C@@H]1CNCC[C@H]1C1C(C1)(C(=O)N)CC1=CC(=CC=C1)OC